BrC1=CC(=C(C=C1)N1C(C=2N(N=CC2C1)C)=O)C 5-(4-bromo-2-methylphenyl)-1-methyl-4,5-dihydropyrrolo[3,4-c]pyrazol-6(1H)-one